2-(5-acetyl-2-oxa-5,8-diazaspiro[3.5]nonan-8-yl)-8-fluoroquinazoline C(C)(=O)N1C2(COC2)CN(CC1)C1=NC2=C(C=CC=C2C=N1)F